4-(nitrophenyl)-piperidophenone [N+](=O)([O-])C1=C(C=CC=C1)C1CCN(CC1)C(=O)C1=CC=CC=C1